(S)-2-Methyl-Phenylalanine CC1=C(C[C@H](N)C(=O)O)C=CC=C1